CS(=O)(=O)N1CCN(CC1)C=1C=C2C(=CN1)NN=C2 5-(4-(Methylsulfonyl)piperazin-1-yl)-1H-pyrazolo[3,4-c]pyridine